tert-butyl 3-((6-cyano-2H-indazol-7-yl)oxy)azetidine-1-carboxylate Sodium hydride [H-].[Na+].C(#N)C=1C=CC2=CNN=C2C1OC1CN(C1)C(=O)OC(C)(C)C